methyl 5-(8-(1-(methylcarbamoyl)-5-(prop-1-en-2-yl)imidazo[1,5-a]pyridin-7-yl)isoquinolin-3-yl)picolinate CNC(=O)C=1N=CN2C1C=C(C=C2C(=C)C)C=2C=CC=C1C=C(N=CC21)C=2C=CC(=NC2)C(=O)OC